ethyl 5-chloro-2-methylpyridine-4-carboxylate ClC=1C(=CC(=NC1)C)C(=O)OCC